N-(2-(3-(benzyloxy)piperidin-1-yl)-5-(piperidin-1-yl)thiazolo[4,5-b]pyridin-6-yl)-2-(2-methylpyridin-4-yl)oxazole-4-carboxamide C(C1=CC=CC=C1)OC1CN(CCC1)C=1SC=2C(=NC(=C(C2)NC(=O)C=2N=C(OC2)C2=CC(=NC=C2)C)N2CCCCC2)N1